(1-(2-morpholinoacetyl)piperidin-4-yl)carbamic acid tert-butyl ester C(C)(C)(C)OC(NC1CCN(CC1)C(CN1CCOCC1)=O)=O